(7R)-7-ethyl-2-(((1-(4-fluorobenzyl)-1H-pyrazol-4-yl)methyl)amino)-5,7,8-trimethyl-7,8-dihydropteridin-6(5H)-one C(C)[C@@]1(C(N(C=2C=NC(=NC2N1C)NCC=1C=NN(C1)CC1=CC=C(C=C1)F)C)=O)C